P(O)(N)O[C@H]1C[C@@H](O[C@@H]1CNC(C1=CC=C(C=C1)OC)(C1=CC=CC=C1)C1=CC=CC=C1)N1C(=O)NC(=O)C(C)=C1 5'-(4-methoxytrityl)amino-5'-deoxythymidine phosphoramidite